NC=1C=C(C=CC1N)C1=CC=C(C=C1)OC 3',4'-diamino-4-methoxy-[1,1'-biphenyl]